(S)-8-(4-chlorophenoxy)-N-((1R,5S,8S)-3-(6-methylpyrimidin-4-yl)-3-azabicyclo[3.2.1]oct-8-yl)-5,6,7,8-tetrahydro-[1,2,4]triazolo[1,5-a]pyridin-2-amine ClC1=CC=C(O[C@@H]2C=3N(CCC2)N=C(N3)NC3[C@H]2CN(C[C@@H]3CC2)C2=NC=NC(=C2)C)C=C1